IC1B2CCCC1CCC2 9-iodo-borabicyclo[3.3.1]nonane